OC1CC[C@@]2(C3CC[C@@]4(C(CCC4C3C(CC2C1)=O)[C@@H](CCC=1N=CN(C1C(=O)OC(C)(C)C)C)C)C)C tert-butyl 4-((3R)-3-((10S,13R)-3-hydroxy-10,13-dimethyl-7-oxohexadecahydro-1H-cyclopenta[a]phenanthren-17-yl)butyl)-1-methyl-1H-imidazole-5-carboxylate